(R)-3-(3-((4-chlorophenyl)amino)-4-((R)-1-morpholinopropyl)phenyl)pentanoic acid ClC1=CC=C(C=C1)NC=1C=C(C=CC1[C@@H](CC)N1CCOCC1)[C@@H](CC(=O)O)CC